P(O)(=O)(OP(=O)(O)OP(=O)(O)O)OC[C@@H]1[C@H]([C@H]([C@@H](O1)N1C=[N+](C=2C(=O)NC(N)=NC12)C)O)O 7-Methylguanosin-5'-triphosphat